4-chloro-2-(1-((S)-1-(4-fluorophenyl)ethyl)piperidin-4-yl)-5-((((S)-tetrahydro-2H-pyran-3-yl)methyl)amino)pyridazin-3(2H)-one ClC=1C(N(N=CC1NC[C@H]1COCCC1)C1CCN(CC1)[C@@H](C)C1=CC=C(C=C1)F)=O